2-bromo-1-(6-bromo-3-((4-methoxybenzyl)amino)pyrazin-2-yl)pentane-1,3-dione BrC(C(=O)C1=NC(=CN=C1NCC1=CC=C(C=C1)OC)Br)C(CC)=O